(2R,4S,6S)-2,6-dimethyltetrahydro-2H-pyran C[C@H]1O[C@H](CCC1)C